C(C)OC(=O)C1CC2COCC(C1)N2CC2=CC=CC=C2.C21COCC(CC(C2)C(=O)OCC)N1 ethyl 3-oxa-9-azabicyclo[3.3.1]nonane-7-carboxylate Ethyl-9-benzyl-3-oxa-9-azabicyclo[3.3.1]nonane-7-carboxylate